C(#N)CN1N=CC(=C1)C1=NNC=2C1=NC(=C(C2)OC)C2=C1CCC(C1=CC=C2)C#N 4-(3-(1-(Cyanomethyl)-1H-pyrazol-4-yl)-6-methoxy-1H-pyrazolo[4,3-b]pyridin-5-yl)-2,3-dihydro-1H-indene-1-carbonitrile